CN1C(N(C2=C1C(=CC=C2)B2OC(C(O2)(C)C)(C)C)C2C(NC(CC2)=O)=O)=O 3-[3-methyl-2-oxo-4-(4,4,5,5-tetramethyl-1,3,2-dioxaborolan-2-yl)benzimidazol-1-yl]piperidine-2,6-dione